C(CC)(=O)OC(CO)=O 2-hydroxyacetic propionic anhydride